C(=O)NC1=CC=C(C(=O)C2=CC=C(C=C2)NC=O)C=C1 4,4'-diformylaminobenzophenone